C(C)C(C(=O)OC(C)C1=C(C=CC(=C1)NC1=NC=C(C(=N1)NC(CC)CC)C)Br)C1=NC=CC(=C1)C1=C(C(=CC=C1OC)Cl)Cl 1-[2-bromo-5-[[4-(1-ethylpropylamino)-5-methyl-pyrimidin-2-yl]amino]phenyl]ethanol ethyl-2-[4-(2,3-dichloro-6-methoxyphenyl)pyridin-2-yl]acetate